FC1=CC=C(C=C1)C1=CC(=CC=C1)C(=O)C1=CN(C2=C(N=CC=C21)O)C (4'-fluoro-[1,1'-biphenyl]-3-yl)(7-hydroxy-1-methyl-1H-pyrrolo[2,3-c]pyridin-3-yl)methanone